C1(=CC=CC=C1)N1C=2N(C3=C1C=CC=C3)C(=NN2)SCC(=O)O [(9-Phenyl-9H-[1,2,4]triazolo[4,3-a]benzimidazol-3-yl)thio]acetic acid